C(C(C(C(C(F)F)(F)F)(F)F)(F)F)O 2,3,3,4,4,5,5-octafluoro-1-pentanol